3-hydroxy-2-methylpyridinecarboxylic acid OC=1C(NC=CC1)(C(=O)O)C